6-Oxo-6-(trideca-1,12-dien-7-yloxy)hexanoic acid O=C(CCCCC(=O)O)OC(CCCCC=C)CCCCC=C